CN(CC(=O)N1CCC2=NC=C(C=C21)NC2=NC=CC(=N2)NC=2C=NC1=CC=CC=C1C2)C 2-(dimethylamino)-1-(6-((4-(quinolin-3-ylamino)pyrimidin-2-yl)amino)-2,3-dihydro-1H-pyrrolo[3,2-b]pyridin-1-yl)ethan-1-one